C(C)(C)(C)OC(=O)N1C=C(C=2C1=NC=C(C2)Br)C(C)(C)C#N 5-Bromo-3-(2-cyanopropan-2-yl)-1H-pyrrolo[2,3-b]pyridine-1-carboxylic acid tert-butyl ester